Ethyl 2-(trans-4-((4-(1-cyclopropyl-1H-pyrazol-4-yl)pyridin-2-yl)((trans-4-(5-methoxy-6-methylpyridin-2-yl)cyclohexyl)methyl)carbamoyl)-cyclohexyl)acetate C1(CC1)N1N=CC(=C1)C1=CC(=NC=C1)N(C(=O)[C@@H]1CC[C@H](CC1)CC(=O)OCC)C[C@@H]1CC[C@H](CC1)C1=NC(=C(C=C1)OC)C